COC([C@H](CSSC[C@@H](C(=O)OC)N)N)=O L-Cystine Dimethylester